2-(3-(3-((1-(3,4-difluorophenyl)cyclopropyl)amino)propanoyl)-3,8-diazabicyclo[3.2.1]octan-8-yl)pyrimidine-5-carbonitrile FC=1C=C(C=CC1F)C1(CC1)NCCC(=O)N1CC2CCC(C1)N2C2=NC=C(C=N2)C#N